[(2E)-3,7-dimethylocta-2,6-dien-1-yl]-2,4-dihydroxybenzoic acid C\C(=C/CC=1C(=C(C(=O)O)C=CC1O)O)\CCC=C(C)C